ClC1=CC(=C(C=C1C1=CC=NS1)NS(=O)(=O)C=1C=C(C(=O)O)C=CC1C1CC1)N1C=CC=C1 3-(N-(4-chloro-5-(isothiazol-5-yl)-2-(pyrrol-1-yl)phenyl)sulfamoyl)-4-cyclopropylbenzoic acid